COC(=O)C1=NN(N=C1)C1=NC=C(C=C1Cl)NC(=O)C=1C=NN(C1C(F)(F)F)C1=C2C=CC=NC2=CC=C1 methyl-2-(3-chloro-5-(1-(quinolin-5-yl)-5-(trifluoromethyl)-1H-pyrazole-4-carboxamido)pyridin-2-yl)-2H-1,2,3-triazole-4-carboxylate